FC1=C(C=O)C(=CC=C1F)OCC1=CC=C(C=C1)OC 2,3-difluoro-6-((4-methoxybenzyl)oxy)benzaldehyde